BrC=1C=C(C=CC1)C1(C2=CN=C(C=3C(=CC=C(OC4=C(C=C5NC=CC5=C4CN(C(C(COCCC1)(C)C)=O)C)F)C3)F)N2)C 6-(3-Bromophenyl)-23,29-difluoro-6,12,12,14-tetramethyl-10,25-dioxa-3,14,20,31-tetrazapentacyclo[24.3.1.12,5.016,24.017,21]hentriaconta-1(30),2,4,16,18,21,23,26,28-nonaen-13-one